N-[3-chloro-4-[4-(piperidine-4-onyl)piperazine-1-carbonyl]phenyl]-5-[2,5-difluoro-6-(methylamino)-3-pyridyl]-1-methyl-azole-2-carboxamide ClC=1C=C(C=CC1C(=O)N1CCN(CC1)N1CCC(CC1)=O)NC(=O)C=1N(C(=CC1)C=1C(=NC(=C(C1)F)NC)F)C